[Na].[N+](=O)([O-])C1=C(C(=CC=C1)[N+](=O)[O-])O 2,6-dinitrophenol sodium